2-Amino-1-(2,6-dimethyl-3-(methylsulfanyl)phenyl)-5,6-dimethyl-1H-pyrrolo[2,3-b]pyridine-3-carbonitrile NC1=C(C=2C(=NC(=C(C2)C)C)N1C1=C(C(=CC=C1C)SC)C)C#N